CC(C(=O)OC)OC1=CC=C(C=C1)OC2=C(C=C(C=N2)C(F)(F)F)Cl The molecule is the methyl ester of 2-(4-{[3-chloro-5-(trifluoromethyl)pyridin-2-yl]oxy}phenoxy)propanoic acid. It is a methyl ester, an aromatic ether, an organochlorine compound, an organofluorine compound and a member of pyridines. It derives from a 2-(4-{[3-chloro-5-(trifluoromethyl)pyridin-2-yl]oxy}phenoxy)propanoic acid.